ClC1=C(C=CC(=C1)C)N1C=CC2=CC(=CC=C12)C 1-(2-chloro-4-methylphenyl)-5-methyl-1H-indole